Tetrabutylammonium (2R,5R)-2-fluoro-7-oxo-1,6-diazabicyclo[3.2.1]octan-6-yl-sulphate 4-[5-(trifluoromethyl)-1,2,4-oxadiazol-3-yl]phenyl-dimethylcarbamate FC(C1=NC(=NO1)C1=CC=C(C=C1)CN(C([O-])=O)C)(F)F.F[C@H]1N2C(N([C@H](CC1)C2)OS(=O)(=O)[O-])=O.C(CCC)[N+](CCCC)(CCCC)CCCC.C(CCC)[N+](CCCC)(CCCC)CCCC